CN1C2=C(C=C1C(=O)NC1=C(C=CC=C1)COC1=CC=C(C=C1)OC1CCNCC1)C=CS2 6-Methyl-N-[2-[[4-(4-piperidyloxy)phenoxy]methyl]phenyl]thieno[2,3-b]pyrrole-5-carboxamide